6-cyclopropylpyrido[3,2-d]pyrimidine C1(CC1)C=1C=CC=2N=CN=CC2N1